ethyl 2-(2-((2-(3-cyano-2-methoxyphenyl)benzofuran-4-yl)methoxy)phenyl)acetate C(#N)C=1C(=C(C=CC1)C=1OC2=C(C1)C(=CC=C2)COC2=C(C=CC=C2)CC(=O)OCC)OC